(E)-N-(5-cyclopropyl-4-(3,4-difluorophenyl)thiazol-2-yl)-5-((2-hydroxy-3-methoxybenzylidene)amino)-3-methylpyridine-2-sulfonamide C1(CC1)C1=C(N=C(S1)NS(=O)(=O)C1=NC=C(C=C1C)/N=C/C1=C(C(=CC=C1)OC)O)C1=CC(=C(C=C1)F)F